(pivaloyloxy)methyl (Z)-2-((3R,4S,5S,8S,9S,10S,11R,13R,14S,16S)-16-acetoxy-3,11-dihydroxy-4,8,10,14-tetramethylhexadecahydro-17H-cyclopenta[a]phenanthren-17-ylidene)-5-oxopentanoate C(C)(=O)O[C@H]\1C[C@@]2([C@]3(CC[C@H]4[C@@H]([C@@H](CC[C@@]4([C@@H]3[C@@H](C[C@H]2/C1=C(/C(=O)OCOC(C(C)(C)C)=O)\CCC=O)O)C)O)C)C)C